Cl.ClC1=C2CN3C(=NC2=CC=C1)SCC3(O)CCl 6-chloro-3-(chloromethyl)-2,3-dihydro-5H-thiazolo[2,3-b]Quinazoline-3-ol hydrochloride